2-(4-(4-acryloylpiperazin-1-yl)-6-chloroquinazolin-7-yl)-4-fluorobenzamide C(C=C)(=O)N1CCN(CC1)C1=NC=NC2=CC(=C(C=C12)Cl)C1=C(C(=O)N)C=CC(=C1)F